phenoxy-5,6,7,8-tetrahydro-1,7-naphthyridine O(C1=CC=CC=C1)C1=NC=2CNCCC2C=C1